C(C)(C)(C)OC(=O)N1[C@H](CNCC1)CCO (S)-2-(2-hydroxyethyl)piperazine-1-carboxylic acid tert-butyl ester